CC(=C)C1=C(C=CC=C1)O α-methyl-2-hydroxystyrene